O[C@H]1[C@H](O[C@@]2([C@@H](CCO2)NC(C2=CC(=CC=C2)C(F)(F)F)=O)[C@@H]([C@H]1N1N=NC(=C1)C1=CC(=C(C(=C1)F)F)F)O)CO N-((4r,5s,7r,8r,9s,10r)-8,10-dihydroxy-7-(hydroxymethyl)-9-(4-(3,4,5-trifluorophenyl)-1H-1,2,3-triazol-1-yl)-1,6-dioxaspiro[4.5]dec-4-yl)-3-(trifluoromethyl)benzamide